5-(4-fluorophenyl)-1-(1-(3-methoxy-4-((6-methoxypyridin-3-yl)methoxy)phenyl)ethyl)-1H-benzo[d]imidazol-2-amine FC1=CC=C(C=C1)C1=CC2=C(N(C(=N2)N)C(C)C2=CC(=C(C=C2)OCC=2C=NC(=CC2)OC)OC)C=C1